[N+](=O)(OCCCCCCCC1=CC(=C2[C@H]3[C@H](C(OC2=C1)(C)C)CCC(=C3)C)O)[O-] 7-[(6Ar,10aR)-1-hydroxy-6,6,9-trimethyl-6a,7,8,10a-tetrahydrobenzo[c]chromen-3-yl]heptyl nitrate